3-(9-chloro-2-dibenzofuranyl)-9-phenyl-9H-carbazole ClC1=CC=CC2=C1C1=C(O2)C=CC(=C1)C=1C=CC=2N(C3=CC=CC=C3C2C1)C1=CC=CC=C1